N,N'-dimethyl-1,4-naphthalenediamine CNC1=CC=C(C2=CC=CC=C12)NC